S(=O)(=O)([O-])C(F)(F)C(F)(F)C(F)(F)C(F)(F)F.C1(=CC=CC=C1)[S+](C1=CC=CC=C1)C1=CC=CC=C1 Triphenylsulphonium Nonaflate